C(C)C1CN(CCO1)CC1=CC(=C2CNC(C2=C1)=O)C(F)(F)F 6-((2-ethylmorpholinyl)methyl)-4-(trifluoromethyl)isoindolin-1-one